2-(tert-butyl)-5-phenyl-4-((4-(piperidin-1-yl)phenyl)amino)isothiazol-3(2H)-one 1,1-dioxide C(C)(C)(C)N1S(C(=C(C1=O)NC1=CC=C(C=C1)N1CCCCC1)C1=CC=CC=C1)(=O)=O